BrC=1C=C2C=C(C(S(C2=CC1)=O)C1=CC=CC=C1)C(=O)C1=CC=CC=C1 (6-Bromo-1-oxido-2-phenyl-2H-thiochromen-3-yl)(phenyl)methanone